diethyl (2S,5R)-1-benzylpyrrolidine-2,5-dicarboxylate C(C1=CC=CC=C1)N1[C@@H](CC[C@@H]1C(=O)OCC)C(=O)OCC